tert-butyl (R)-(2-(2-chloroacetamido)-2-(4-methyl-1-oxo-1,3-dihydroisobenzofuran-5-yl)ethyl)carbamate ClCC(=O)N[C@@H](CNC(OC(C)(C)C)=O)C=1C(=C2COC(C2=CC1)=O)C